C(C)(C)(C)OC(=O)N1[C@H](CC2=C(C(=C(C=C12)OCC1=CC=CC=C1)N(C(C(F)(F)F)=O)CC(=O)OC(C)(C)C)F)CNCCC (2R)-6-(Benzyloxy)-5-[(2-tert-butoxy-2-oxoethyl)(trifluoroacetyl)amino]-4-fluoro-2-[(propylamino)methyl]-2,3-dihydro-1H-indole-1-carboxylic acid tert-butyl ester